2-(1-trityl-1H-imidazol-4-yl)ethanol tert-Butyl-(5-(difluoromethyl)-2-(3-(imino(5-isopropoxypyridin-2-yl)methyl)thioureido)pyridin-3-yl)(methyl)carbamate C(C)(C)(C)CN(C(=O)OCCC=1N=CN(C1)C(C1=CC=CC=C1)(C1=CC=CC=C1)C1=CC=CC=C1)C=1C(=NC=C(C1)C(F)F)NC(=S)NC(C1=NC=C(C=C1)OC(C)C)=N